C(CCCCCCC\C=C/CCCCCCCC)C(CCCCCCCC\C=C/CCCCCCCC)OC(CCC)=O butanoic acid (dioleyl)methyl ester